C(CCCCCCC)(=O)N1CCCC1 N-octanoyl-pyrrolidine